ClC1=NC(=CC(=C1OCOC)C1=CN=CC2=CC=CC=C12)C=1SC=C(N1)C 4-[2-chloro-3-(methoxymethoxy)-6-(4-methyl-1,3-thiazol-2-yl)pyridin-4-yl]isoquinoline